CN(C(CN1CCN(CC1)C)=O)C1=CC=C(C=C1)N\C(=C\1/C(NC2=CC(=CC=C12)C(=O)OC)=O)\C1=CC=CC=C1 methyl (Z)-3-(((4-(N-methyl-2-(4-methylpiperazin-1-yl) acetamido) phenyl) amino) (phenyl) methylene)-2-oxoindoline-6-carboxylate